BrC=1C=2N(C(=NC1C(F)(F)F)SC)C=CN2 8-Bromo-5-(methylthio)-7-(trifluoromethyl)imidazo[1,2-c]pyrimidine